3-(trifluoromethyl)-1H-pyrazole FC(C1=NNC=C1)(F)F